CC(C)[C@H]1C=C[C@@H](CC1)C (3S,6R)-3-(1-methylethyl)-6-methylcyclohexene